BrC=1C=C(OC2=CC=CC=3C4=C(C(=C(C(=C4N(C23)C2=NC=C(C(=C2)C([2H])([2H])[2H])C2=CC=CC=C2)[2H])[2H])[2H])[2H])C=CC1 (3-bromophenoxy)-9-(4-(methyl-d3)-5-phenylpyridin-2-yl)-9H-carbazole-5,6,7,8-d4